5-cyclopropyl-6-ethyl-3-((2-(2-(2-(methylamino)acetamido)ethyl)pyridin-4-yl)amino)pyrazine-2-carboxamide C1(CC1)C=1N=C(C(=NC1CC)C(=O)N)NC1=CC(=NC=C1)CCNC(CNC)=O